4-(1-(4-((Dimethylamino)methyl)-2-fluorophenyl)-1H-imidazol-4-yl)-N-(1-(methylsulfonyl)piperidin-4-yl)-5-(trifluoromethyl)pyrimidin-2-amine CN(C)CC1=CC(=C(C=C1)N1C=NC(=C1)C1=NC(=NC=C1C(F)(F)F)NC1CCN(CC1)S(=O)(=O)C)F